Cl.Cl.N(=NC(C)(C)C=1NCCCCN1)C(C)(C)C=1NCCCCN1 2,2'-Azobis[2-(4,5,6,7-tetrahydro-1H-1,3-Diazepin-2-yl)propan] dihydrochlorid